4,4'-dithio-dipyridine N1=CC=C(C=C1)SSC1=CC=NC=C1